C(C)OC=1C(=CC2=CN(N=C2C1)C)C(=O)NC=1N=NC(=CC1)N1C[C@H]2N(CC1)CCC2 (S)-6-ethoxy-N-(6-(hexahydropyrrolo[1,2-a]pyrazin-2(1H)-yl)pyridazin-3-yl)-2-methyl-2H-indazole-5-carboxamide